6'-Chloro-3,4'-difluoro-5-(((2R,3S)-2-methyl-3-((methylsulfonyl)methyl)azetidin-1-yl)methyl)-2,3'-bipyridine ClC1=CC(=C(C=N1)C1=NC=C(C=C1F)CN1[C@@H]([C@H](C1)CS(=O)(=O)C)C)F